{3-(4-hydroxy-3,5-di-tert-butylphenyl)propionyloxymethyl}methane OC1=C(C=C(C=C1C(C)(C)C)CCC(=O)OCC)C(C)(C)C